N-((2R,3S)-1-(cyanoacetyl)-2-(((cis-4-phenylcyclohexyl)oxy)methyl)-piperidin-3-yl)methanesulfonamide C(#N)CC(=O)N1[C@H]([C@H](CCC1)NS(=O)(=O)C)CO[C@@H]1CC[C@@H](CC1)C1=CC=CC=C1